1-(4-(dimethylamino)benzyl)-N-(4-hydroxybenzyl)-7-isobutyl-4-oxooctahydro-6H-3,6-methanopyrrolo[3,2-c]pyridine-6-carboxamide CN(C1=CC=C(CN2CC3C4C(NC(C(C42)CC(C)C)(C3)C(=O)NCC3=CC=C(C=C3)O)=O)C=C1)C